amino-β-carboxyhexadienoic acid NC(C(=O)O)=C(C=CC)C(=O)O